N-[5-[[2-(3,3-dimethylazetidin-1-yl)acetyl]amino]-2-methyl-3-pyridyl]-6-(4-methoxypyrimidin-5-yl)triazolo[1,5-a]pyridine-3-carboxamide CC1(CN(C1)CC(=O)NC=1C=C(C(=NC1)C)NC(=O)C=1N=NN2C1C=CC(=C2)C=2C(=NC=NC2)OC)C